C(C)OC=1C=C(C=C(C1C)OCC)\C=N\S(=O)C(C)(C)C N-[(E)-(3,5-diethoxy-4-methylphenyl)methylene]-2-methylpropane-2-sulfinamide